5-iodo-4-(4-(methoxymethoxy)phenyl)-1-methyl-1H-1,2,3-triazole IC1=C(N=NN1C)C1=CC=C(C=C1)OCOC